N-(6-(2-chloro-5-fluorophenyl)-3-(2,2-difluoroethyl)-6-hydroxy-2-methyl-8-oxo-2,6,7,8-tetrahydropyrrolo[3,4-g]indazol-5-yl)-6-fluorobenzo[d]isothiazole-3-carboxamide 1,1-dioxide ClC1=C(C=C(C=C1)F)C1(NC(C2=C1C(=CC1=C(N(N=C21)C)CC(F)F)NC(=O)C2=NS(C1=C2C=CC(=C1)F)(=O)=O)=O)O